diallyldimethylammonium Chloride [Cl-].C(C=C)[N+](C)(C)CC=C